C(\C=C\C=C/CCC)=O (2E,4Z)-octadienal